2-(((2,3-bis(tetradecanoyloxy)propoxy)(ethoxy)phosphoryl)oxy)-N,N,N-trimethylethan-1-aminium trifluoromethanesulfonate FC(S(=O)(=O)[O-])(F)F.C(CCCCCCCCCCCCC)(=O)OC(COP(=O)(OCC)OCC[N+](C)(C)C)COC(CCCCCCCCCCCCC)=O